(S)-2-(3-(4-((2,3-Dihydrobenzo[b][1,4]dioxin-2-yl)methyl)piperazin-1-yl)-1,5-dimethyl-1H-pyrazol-4-yl)propan-2-ol MethyleneMethanedisulfonate C=C(S(=O)(=O)O)S(=O)(=O)O.O1C2=C(OC[C@@H]1CN1CCN(CC1)C1=NN(C(=C1C(C)(C)O)C)C)C=CC=C2